Bromomethyl-benzoic acid BrCC1=C(C(=O)O)C=CC=C1